N-(2-fluoro-3-(7-fluoro-3-(1H-imidazol-2-yl)-1H-indazol-6-yl)phenyl)-5-fluoro-2-methoxypyridine-3-sulfonamide FC1=C(C=CC=C1C1=CC=C2C(=NNC2=C1F)C=1NC=CN1)NS(=O)(=O)C=1C(=NC=C(C1)F)OC